FC(CNC(=O)C1=CN=C2N1C=C(C=C2)C2=CNC=1N=C(N=CC12)N[C@@H]1CC[C@@H](CC1)OC(F)(F)F)F N-(2,2-difluoroethyl)-6-(2-((cis-4-(trifluoromethoxy)cyclohexyl)amino)-7H-pyrrolo[2,3-d]pyrimidin-5-yl)imidazo[1,2-a]pyridine-3-carboxamide